(4-(4-methylpyrazolo[1,5-a]pyridin-2-yl)-6,7-dihydro-1H-imidazo[4,5-c]pyridin-5(4H)-yl)methanone CC=1C=2N(C=CC1)N=C(C2)C2N(CCC1=C2N=CN1)C=O